[Na+].S(=O)(=O)(ON1C(N2[C@@H](C=3N(N=CC3[C@@H]1C2)C)/C(/NC)=N/OC(C(C)OC(C)=O)=O)=O)[O-] [(1R,7S)-7-[(Z)-N'-(2-acetoxypropanoyloxy)-N-methyl-carbamimidoyl]-5-methyl-9-oxo-4,5,8,10-tetrazatricyclo[6.2.1.02,6]undeca-2(6),3-dien-10-yl] sulfate sodium salt